ETHANIMIDAMIDE C(C)(N)=N